CN([C@@H](CC(C)C)C(=O)N1CC2(C[C@H]1C(=O)N)C(NC=1N(C2)N=CC1)=O)C([C@@H](NC(C(F)(F)F)=O)C)=O (5'S)-1'-(N-methyl-N-((2,2,2-trifluoroacetyl)-L-alanyl)-L-leucyl)-5-oxo-4,5-dihydro-7H-spiro[pyrazolo[1,5-a]pyrimidine-6,3'-pyrrolidine]-5'-carboxamide